C(#N)[C@@H](C[C@H]1C(NCCC1)=O)NC(=O)[C@H]1N(C[C@@H]2[C@H]1CC(C2)(F)F)C(=O)C=2NC1=C(C(=CC(=C1C2)F)Cl)F (1S,3aS,6aR)-N-((R)-1-cyano-2-((S)-2-oxopiperidin-3-yl)ethyl)-2-(4,7-difluoro-6-chloro-1H-indole-2-carbonyl)-5,5-difluorooctahydrocyclopenta[c]pyrrole-1-carboxamide